5-cyano-N-(2,2,2-trifluoro-1-(3-(trifluoromethyl)phenyl)ethyl)pyridine-3-sulfonamide C(#N)C=1C=C(C=NC1)S(=O)(=O)NC(C(F)(F)F)C1=CC(=CC=C1)C(F)(F)F